C1(CC1)CC1=CC=C(NC)C=C1 4-(cyclopropylmethyl)-N-methylaniline